C(C)(=O)N1CC(C2=CC(=CC=C12)S(=O)(=O)Cl)C 1-acetyl-3-methyl-indoline-5-sulfonyl chloride